C1CCC2=CC(=CC=C12)C(C)=NNC=1SC=C(N1)C1=C(C=CC(=C1)OC)O 2-[2-(2-(1-(2,3-dihydro-1H-inden-5-yl)ethylidene)hydrazinyl)thiazol-4-yl]-4-methoxyphenol